2-(2-(cyclopropanesulfonylamino)thiazol-4-yl)-N-(2-fluoro-4-(6-methoxypyrazin-2-yl)phenyl)-2-methylpropanamide C1(CC1)S(=O)(=O)NC=1SC=C(N1)C(C(=O)NC1=C(C=C(C=C1)C1=NC(=CN=C1)OC)F)(C)C